ethyl 2-[3-[1-[2-fluoro-5-[6-fluoro-4-methylsulfonyl-1-(p-tolylsulfonyl)indol-5-yl]oxy-phenyl]pyrazol-3-yl]-3-methyl-2H-benzofuran-7-yl]acetate FC1=C(C=C(C=C1)OC=1C(=C2C=CN(C2=CC1F)S(=O)(=O)C1=CC=C(C=C1)C)S(=O)(=O)C)N1N=C(C=C1)C1(COC2=C1C=CC=C2CC(=O)OCC)C